C(C)(C)(C)N1C[C@H]([C@H](CC1)NC=1C=2C=C(N(C2C=CC1)CC(F)(F)F)C#CCNC1=C(C=C(C=C1)S(=O)(=O)C)OC)F N-[(3R,4S)-1-tert-butyl-3-fluoro-4-piperidyl]-2-[3-(2-methoxy-4-methylsulfonyl-anilino)prop-1-ynyl]-1-(2,2,2-trifluoroethyl)indol-4-amine